2-(4,4,5,5-tetramethyl-1,3,2-dioxaborolan-2-yl)-4H,5H,6H,7H-thieno[3,2-c]pyridin-4-one CC1(OB(OC1(C)C)C1=CC=2C(NCCC2S1)=O)C